Cl.C1OCC2C1CNC2 3,3a,4,5,6,6a-hexahydro-1H-furo[3,4-c]pyrrole hydrochloride